FC=1C(=C(C(=O)OC)C=C(C1F)B1OC(C(O1)(C)C)(C)C)C methyl 3,4-difluoro-2-methyl-5-(4,4,5,5-tetramethyl-1,3,2-dioxaborolan-2-yl)benzoate